C(#N)C[C@H]1CN(CCN1)C1=CC(=NC(=N1)OCCC1N(CCC1)C)C(=O)NC1=CC(=CC2=CC=CC=C12)OC 6-[(3S)-3-(cyanomethyl)piperazin-1-yl]-N-(3-methoxy-1-naphthyl)-2-[2-(1-methylpyrrolidin-2-yl)ethoxy]pyrimidine-4-carboxamide